C(#N)C1=CC(=C(C(=N1)C)N1C(CC1)C(=O)N)C1=C2C(=NC=C1)C=C(S2)CN2C(C1C(C1C2=O)(C)C)=O (6-cyano-4-(2-((6,6-dimethyl-2,4-dioxo-3-azabicyclo[3.1.0]hexan-3-yl)methyl)thieno[3,2-b]pyridin-7-yl)-2-methylpyridin-3-yl)azetidine-2-carboxamide